N-((5-(2-methoxypyridin-4-yl)-2,3-dihydro-1H-inden-4-yl)carbamoyl)-4,6,7,8-tetrahydro-5,8-ethanothieno[3,2-c]azepine-2-sulfonamide COC1=NC=CC(=C1)C=1C(=C2CCCC2=CC1)NC(=O)NS(=O)(=O)C1=CC=2CN3CCC(C2S1)CC3